(S)-2-(4-cyclopropyl-1,2,3-thiadiazole-5-carboxamido)-N1-(1-(2-(2-adamantylamino)-2-oxoethyl)-2-oxo-1,2-dihydropyridin-3-yl)-N6-methyl-5-oxohexanediamide C1(CC1)C=1N=NSC1C(=O)N[C@H](C(=O)NC=1C(N(C=CC1)CC(=O)NC1C2CC3CC(CC1C3)C2)=O)CCC(C(=O)NC)=O